C(C)(C)(C)OC(N[C@@H](COCC=C)C)=O ((R)-2-allyloxy-1-methyl-ethyl)-carbamic acid tert-butyl ester